methyl O-benzyl-N-(N-(tert-butoxycarbonyl)-N-methyl-L-leucyl)-N-methyl-D-homoserinate C(C1=CC=CC=C1)OCC[C@@H](N(C)C([C@@H](N(C)C(=O)OC(C)(C)C)CC(C)C)=O)C(=O)OC